FC(C=1C=C(COC2CC(C2)N)C=CC1)(F)F 3-((3-(trifluoromethyl)benzyl)oxy)cyclobutan-1-amine